tert-butyl 3-[[4-chloro-3-cyano-5-(2,2,2-trifluoroethyl)pyrido[3,2-b]indol-8-yl]methyl]-3,8-diazabicyclo[3.2.1]octane-8-carboxylate ClC1=C(C=NC2=C1N(C=1C=CC(=CC21)CN2CC1CCC(C2)N1C(=O)OC(C)(C)C)CC(F)(F)F)C#N